2-(2-(difluoromethoxy)-6-(4-methylpiperazin-1-yl)-5-nitro-pyridin-3-yl)-N4-(2-(isopropylsulfonyl)pyridin-3-yl)pyrimidine-2,4-diamine FC(OC1=NC(=C(C=C1C1(NC=CC(=N1)NC=1C(=NC=CC1)S(=O)(=O)C(C)C)N)[N+](=O)[O-])N1CCN(CC1)C)F